C1(CCCC1)N1C(C=C(C2=C1N=C(N=C2)NC2=CC(=CC=C2)N(C2CCC(CC2)CS(=O)(=O)C)C)C#C)=O 8-cyclopentyl-5-ethynyl-2-((3-(methyl((1r,4r)-4-((methylsulfonyl)methyl)cyclohexyl)amino)phenyl)amino)pyrido[2,3-d]pyrimidin-7(8H)-one